C(C1=CC=CC=C1)OCC1CC(C1)B1OC(C(O1)(C)C)(C)C 2-(3-((benzyloxy)methyl)cyclobutyl)-4,4,5,5-tetramethyl-1,3,2-dioxaborolane